monododecyl phosphate sodium salt [Na+].P(=O)(OCCCCCCCCCCCC)([O-])[O-].[Na+]